4-(2-(2,4-difluorophenoxy)-5-(ethylsulfonylamino)phenyl)-2-methyl-6-(2-(methylamino)ethoxy)pyridine 1-oxide FC1=C(OC2=C(C=C(C=C2)NS(=O)(=O)CC)C2=CC(=[N+](C(=C2)OCCNC)[O-])C)C=CC(=C1)F